1-[5-(Difluoromethyl)-3-pyridinyl]ethanol FC(C=1C=C(C=NC1)C(C)O)F